C(C)P(CC)C(C(C)P(CC)CC)C di(di-ethylphosphino)butane